(±)-2-(((Benzyloxy)carbonyl)amino)-3-(1-(3-(5,6,7,8-tetrahydro-1,8-naphthyridin-2-yl)propyl)-1H-pyrazol-4-yl)propanoic acid C(C1=CC=CC=C1)OC(=O)N[C@@H](C(=O)O)CC=1C=NN(C1)CCCC1=NC=2NCCCC2C=C1 |r|